C(C)(C)(C)[S@](=O)N[C@@H](C1=CC(=CS1)C(NO)=N)C1CC1 5-((R)-(((S)-tert-butylsulfinyl)amino)(cyclopropyl)methyl)-N-hydroxythiophene-3-carboximidamide